S1C(=CC=C1)C=1C=CC=2C=NC=3N(C4=CC=CC=C4C3)C2N1 (Thien-2-yl)pyrido[3',2':5,6]pyrimido[1,2-a]indole